1-{1-[5-chloro-2-methoxy-4-methyl-3-(1-methyl-1H-pyrazol-4-yl)phenyl]ethyl}-3-methyl-1H-pyrazolo[3,4-d]pyrimidin-4-amine ClC=1C(=C(C(=C(C1)C(C)N1N=C(C=2C1=NC=NC2N)C)OC)C=2C=NN(C2)C)C